2-(2-methoxyphenyl)naphthalene COC1=C(C=CC=C1)C1=CC2=CC=CC=C2C=C1